N(=[N+]=[N-])C1CN(C1)CCOC1=NC=C(C=N1)B(O)O [2-[2-(3-azidoazetidin-1-yl)ethoxy]pyrimidin-5-yl]boronic acid